F[C@@]12[C@]3(C=CC(C=C3CC[C@H]1[C@@H]1C[C@H]([C@](C(CO)=O)([C@]1(C[C@@H]2O)C)O)O)=O)C 9α-fluoro-11β,16α,17,21-tetrahydroxy-1,4-pregnadiene-3,20-dione